(4-Isothiocyanatobenzyl)ethylenediamine N(=C=S)C1=CC=C(CNCCN)C=C1